OC1(CCCC1)C1=CC=CC(=N1)CN1N=NC(=C1)C1=CC(=NC(=N1)NC1CCOCC1)C=1C=C(C#N)C=CC1 m-[6-(1-{[6-(1-hydroxycyclopentyl)-2-pyridinyl]methyl}-1H-1,2,3-triazol-4-yl)-2-(tetrahydro-2H-pyran-4-ylamino)-4-pyrimidinyl]benzonitrile